2,6-dimethyl-L-tyrosine CC1=C(C[C@H](N)C(=O)O)C(=CC(=C1)O)C